C(C)(C)[C@@H]1CC=2C=C(C(=NC2C=2N1C=C(C(C2)=O)C=2SC(=NN2)C)OC)OCCCOC (S)-6-isopropyl-2-methoxy-3-(3-methoxypropoxy)-9-(5-methyl-1,3,4-thiadiazol-2-yl)-5,6-dihydro-10H-pyrido[1,2-h][1,7]naphthyridin-10-on